C(C1=CC=CC=C1)OC(=O)N[C@H]1CCC2=C(C(=C(S2)NC(OC(C)(C)C)=O)C(NCC2CC2)=O)C1 tert-Butyl N-[(5s)-5-(benzyloxycarbonylamino)-3-(cyclopropylmethylcarbamoyl)-4,5,6,7-tetrahydrobenzothiophen-2-yl]carbamate